1-(tert-butoxycarbonyl)-piperazine C(C)(C)(C)OC(=O)N1CCNCC1